lithium 2-fluoro-2-(2-(N-(4-methoxybenzyl)cyclopropane-sulfonamido)pyrimidin-4-yl)butanoate FC(C(=O)[O-])(CC)C1=NC(=NC=C1)N(S(=O)(=O)C1CC1)CC1=CC=C(C=C1)OC.[Li+]